ClC=1N=NC(=CC1C(=O)NCC=1SC(=C(N1)C)C(=O)O)Cl 2-({[(3,6-dichloropyridazin-4-yl)carbonyl]amino}methyl)-4-methyl-1,3-thiazole-5-carboxylic acid